[N].N[C@@H](CCC(=O)O)C(=O)O L-glutamic acid nitrogen